ClC=1C=C2CCN(C(C2=C(C1)Cl)C)C(=O)[C@@H]1NCCN(C1)C=1C=NC=CC1 (6,8-dichloro-1-methyl-3,4-dihydroisoquinolin-2(1H)-yl)((R)-4-(pyridin-3-yl)piperazin-2-yl)methanone